O=C1NC(CCC1N1C(N(C2=C1C=CC(=C2)CN2CCN(CC2)[C@H]2CN(CC2)C(=O)OC(C)(C)C)C)=O)=O 1-Tert-butyl (3R)-3-[4-[[1-(2,6-dioxo-3-piperidyl)-3-methyl-2-oxo-benzimidazol-5-yl]methyl] piperazin-1-yl]pyrrolidine-1-carboxylate